(Z)-2-heptanal CC(CCCCC)=O